F[P-](F)(F)(F)(F)F.C(C)(C)(C)C1=CC=C(C=C1)C1(NC=CC=C1)C1=CC=C(C=C1)C(C)(C)C [2,2'-bis(4-tert-butylphenyl)pyridine] hexafluorophosphate